4-(((6-chloropyridin-3-yl)dideuteromethyl)(2,2-difluoroethyl)amino)furan-2(5H)-one ClC1=CC=C(C=N1)C([2H])([2H])N(C1=CC(OC1)=O)CC(F)F